FC1=CC=C(C=C1)NC1=NC2=CC=C(C=C2C=N1)C1=C(C(=O)NC2=CC=C(C=C2)CN2CCN(CC2)C)C=CC(=C1)C (2-((4-fluorophenyl)amino)quinazolin-6-yl)-4-methyl-N-(4-((4-methylpiperazin-1-yl)methyl)phenyl)benzamide